COC1=CC2=C3CCCCC3=C(N=C2C=C1OC)C=1C=NNC1 2,3-Dimethoxy-6-(1H-pyrazol-4-yl)-7,8,9,10-tetrahydrophenanthridine